[Cr](=O)([O-])[O-].[Ni+2] Nickel (II) chromite